(S)-8-(5-((2-amino-3-chloropyridin-4-yl)thio)pyrazin-2-yl)-2-(1-methyl-1H-pyrazol-3-yl)-2,8-diazaspiro[4.5]decan-4-amine NC1=NC=CC(=C1Cl)SC=1N=CC(=NC1)N1CCC2([C@@H](CN(C2)C2=NN(C=C2)C)N)CC1